(S)-N-(5-(2-(2-aminopyridin-3-yl)-5-(1H-pyrazol-1-yl)-3H-imidazo[4,5-b]pyridin-3-yl)-2,3-dihydro-1H-inden-1-yl)-2-(trifluoromethoxy)isonicotinamide NC1=NC=CC=C1C1=NC=2C(=NC(=CC2)N2N=CC=C2)N1C=1C=C2CC[C@@H](C2=CC1)NC(C1=CC(=NC=C1)OC(F)(F)F)=O